C(\C=C\C)(=O)SCCNC(CCNC([C@@H](C(COP(OP(OC[C@@H]1[C@H]([C@H]([C@@H](O1)N1C=NC=2C(N)=NC=NC12)O)OP(=O)(O)O)(=O)O)(=O)O)(C)C)O)=O)=O Crotonoyl-CoA